(3-bromo-2-(1,3-dioxolan-2-yl)-5-methylphenyl)-1,1-diphenylmethanimine BrC=1C(=C(C=C(C1)C)N=C(C1=CC=CC=C1)C1=CC=CC=C1)C1OCCO1